2-(5-(4,4,5,5-tetramethyl-1,3,2-dioxaborolan-2-yl)pyridin-3-yl)propan-2-ol CC1(OB(OC1(C)C)C=1C=C(C=NC1)C(C)(C)O)C